2-(((tert-butyldimethylsilyl)oxy)methyl)prop-2-en-1-ol [Si](C)(C)(C(C)(C)C)OCC(CO)=C